C(CCCC)[C@@H]1CC[C@H](CC1)C1=C(C=CC(=C1F)F)C1=CC=CC=C1 (trans-4-pentylcyclohexyl)-3,4-difluorobiphenyl